C(C1=CC=CC=C1)OC1=C(C=C(C=C1)CC(=O)O)O 2-(4-(benzyloxy)-3-hydroxyphenyl)acetic acid